(1S,5R)-2-(2-((S)-4-(Difluoromethyl)-2-oxooxazolidin-3-yl)-5,6-dihydrobenzo[f]imidazo[1,2-d][1,4]oxazepin-9-yl)-2-azabicyclo[3.1.0]hexane-1-carboxamide FC([C@H]1N(C(OC1)=O)C=1N=C2N(CCOC3=C2C=CC(=C3)N3[C@]2(C[C@H]2CC3)C(=O)N)C1)F